3-((1r,4r)-4-(3-bromo-2-methylphenoxy)cyclohexyl)propanal BrC=1C(=C(OC2CCC(CC2)CCC=O)C=CC1)C